3-(5-((4-(4-(6-amino-5-((R)-1-(2,6-dichloro-3-fluorophenyl)ethoxy)pyridine-3-yl)-1H-pyrazol-1-yl)piperidin-1-yl)methyl)-1-oxoisoindoline-2-yl)piperidine-2,6-dione NC1=C(C=C(C=N1)C=1C=NN(C1)C1CCN(CC1)CC=1C=C2CN(C(C2=CC1)=O)C1C(NC(CC1)=O)=O)O[C@H](C)C1=C(C(=CC=C1Cl)F)Cl